COC(CC1[C@@H]2CN(C[C@H]12)C1=NC(=NC=2C(CCCC12)(F)F)N1C(C(C1)(F)F)C)=O 2-((1R,5S,6S)-3-(2-(3,3-difluoro-2-methylazetidin-1-yl)-8,8-difluoro-5,6,7,8-tetrahydroquinazolin-4-yl)-3-azabicyclo[3.1.0]Hex-6-yl)acetic acid methyl ester